C1(CCCCC1)C1=C(N=NC(=C1)C=1C(=NC(=NC1)OC)OC)OC 4-Cyclohexyl-6-(2,4-dimethoxypyrimidin-5-yl)-3-methoxy-pyridazine